2-methyl-3-(trifluoromethyl)benzoic acid CC1=C(C(=O)O)C=CC=C1C(F)(F)F